pentafluoro(vinyl)-λ6-sulfane FS(C=C)(F)(F)(F)F